N-ethyl-N-methyloctacosan-20,23-dien-10-amine C(C)N(C(CCCCCCCCC)CCCCCCCCCC=CCC=CCCCC)C